2-[[4-[[(4-chlorophenyl)methyl]amino]-6-(5-oxazolyl)-2-pyrimidinyl]amino]-4-methyl-5-thiazolecarboxylic acid ethyl ester C(C)OC(=O)C1=C(N=C(S1)NC1=NC(=CC(=N1)NCC1=CC=C(C=C1)Cl)C1=CN=CO1)C